Dimethyl-5-((2,3-dihydrobenzo[b][1,4]dioxin-5-yl)methoxy)-2-fluoro-4-methoxyaniline CN(C1=C(C=C(C(=C1)OCC1=CC=CC=2OCCOC21)OC)F)C